BrC=1C=C(N(C1)S(=O)(=O)C1=CC=C(C)C=C1)CCN[C@H](CO[Si](C)(C)C(C)(C)C)C1=CC(=CC=C1)Cl (S)-N-(2-(4-Bromo-1-tosyl-1H-pyrrol-2-yl)ethyl)-2-((tert-butyldimethylsilyl)oxy)-1-(3-chlorophenyl)ethan-1-amine